C(C=C)(=O)NC=1C=C2C(C(N(C2=CC1)CC1=CC=C(C(=O)NC(C)(C)C)C=C1)=O)C1OCC(CO1)(C)C 4-((5-acrylamido-3-(5,5-dimethyl-1,3-dioxan-2-yl)-2-oxoindol-1-yl)methyl)-N-tert-butylbenzamide